(4-(4-methylpiperazin-1-yl)phenyl)methanamine CN1CCN(CC1)C1=CC=C(C=C1)CN